n-butoxymethanamide C(CCC)ONC=O